ClCC(=O)N1C2=C(OC[C@@H]1C)N=C(C(=C2)CC2=CC=C(C=C2)F)C(=O)NCCN2CCN(CC2)C (S)-1-(2-chloroacetyl)-7-(4-fluorobenzyl)-2-methyl-N-(2-(4-methylpiperazin-1-yl)ethyl)-2,3-dihydro-1H-pyrido[2,3-b][1,4]oxazine-6-carboxamide